2-mercaptoethyl-N,N,N-trimethyl-ammonium chloride [Cl-].SCC[N+](C)(C)C